C1=CC=CC2=C1N=C1C2=CC=C2C3=CC=CC=C3N=C12 indolo(2,3-A)carbazole